n-tridecyl xanthate O(C(=S)[S-])CCCCCCCCCCCCC